FC(C1=C(C=NN1C)S(=O)(=O)N1CCC(CC1)C=1C(=CC=2N(C1)N=CN2)C)F 6-(1-((5-(difluoromethyl)-1-methyl-1H-pyrazol-4-yl)sulfonyl)piperidin-4-yl)-7-methyl-[1,2,4]triazolo[1,5-a]pyridine